C(C1=CC=CC=C1)P(OCC)(OC1=C(C(=CC(=C1)CCCCC)O)C1CCCC(=C1)C)=O ethyl (6-hydroxy-5'-methyl-4-pentyl-1',2',3',4'-tetrahydro-[1,1'-biphenyl]-2-yl) benzylphosphonate